C(CCCCCCC)P(CCCCCCCC)(CCCCCCCC)=O tri-octylphosphine oxide